1,3-bis(p-methoxyphenyl)imidazolium COC1=CC=C(C=C1)N1C=[N+](C=C1)C1=CC=C(C=C1)OC